C(=C)C[SiH](Cl)Cl Vinylmethyldichlorsilane